C(#N)C1=C(C(=C(C=C1)N1C(N(C(C1=O)(C)C)CCC(=O)O)=S)F)SC 3-(3-(4-cyano-2-fluoro-3-(methylthio)phenyl)-5,5-dimethyl-4-oxo-2-thioxo-imidazolidin-1-yl)propanoic acid